FC1=CC=C(C=N1)N(C(=O)C=1C=CC=2N(C1)C(=CN2)C=2C=CC(=NC2)NC(OC)=O)C methyl N-[5-[6-[(6-fluoro-3-pyridyl)-methyl-carbamoyl]imidazo[1,2-a]pyridin-3-yl]-2-pyridyl]carbamate